6-CHLORO-2-FLUORO-3-METHYLBENZYLISOCYANIDE ClC1=CC=C(C(=C1C[N+]#[C-])F)C